2-(((3S,5R)-5-Carboxypyrrolidin-3-yl)oxy)-N,N,N-trimethylethan-1-aminium C(=O)(O)[C@H]1C[C@@H](CN1)OCC[N+](C)(C)C